N[C@@H](C(=O)OCC(N1CCCC1)=O)CNC(=O)C1=CC2=NC=CC(=C2S1)C (2-oxo-2-pyrrolidin-1-yl-ethyl) (R)-2-amino-3-(7-methylthieno[3,2-b]pyridine-2-carboxamido)propanoate